1-(3-fluoro-4-(2-methoxyethoxy)phenyl)ethanone FC=1C=C(C=CC1OCCOC)C(C)=O